ClC=1C=C(C=CC1F)NC1=C(C=NC2=CC=C(C=C12)C=1C=NC(=CC1)OC)C#N 4-((3-chloro-4-fluorophenyl)amino)-6-(6-methoxypyridin-3-yl)quinoline-3-carbonitrile